Methyl 5-[(1-Benzyl-1,2,3,6-Tetrahydropyridin-4-Yl) Methoxy]-4-Bromo-2-Methylbenzoate C(C1=CC=CC=C1)N1CCC(=CC1)COC=1C(=CC(=C(C(=O)OC)C1)C)Br